C(=O)O.CC1=NC(=CC=C1S(=O)(=O)NC1=NC=NC=C1)O[C@@H]1[C@H](C[C@H](CC1)C1=CC(=CC=C1)C(F)(F)F)N(C)C |r| 2-methyl-N-pyrimidin-4-yl-6-[rac-(1S,2S,4S)-2-(dimethyl-amino)-4-[3-(trifluoromethyl)-phenyl]cyclohexoxy]pyridine-3-sulfonamide formate salt